5-tert-butyl-4-hydroxyphenyl-phenol C(C)(C)(C)C=1C(=CC=C(C1)C1=C(C=CC=C1)O)O